Cl.C12CC(CC(CC1)N2)OC=2C=C1C(=NC=NC1=CC2OC)NC2=CC(=C(C=C2)OC2=CC=1N(C=C2)N=CN1)C 6-((exo-8-Azabicyclo[3.2.1]octan-3-yl)oxy)-N-(4-([1,2,4]triazolo[1,5-a]pyridin-7-yloxy)-3-methylphenyl)-7-methoxyquinazolin-4-amine hydrochloride